Cl.CN(C1CCC(CC1)NC1=NC=2N(C(C(=NC2C=N1)C1=CC(=C(C=C1F)NS(=O)(=O)CC1=CC=C(C=C1)F)F)=O)C(C)C)C N-(4-(2-(((1r,4r)-4-(dimethylamino)cyclohexyl)amino)-8-isopropyl-7-oxo-7,8-dihydropteridin-6-yl)-2,5-difluorophenyl)-1-(4-fluorophenyl)-methanesulfonamide hydrochloride